trans-9-eicosenoic acid C(CCCCCCC\C=C\CCCCCCCCCC)(=O)O